CN1C=NN=C1 4-methyl-1,2,4-triazol